CC=1N=NC(C1)=O 3-methyl-pyrazole-5-one